FC=1C=C(C=CC1OC1=C2C(=NC=C1)NN=C2N[C@@H](CO)C)NC(=O)C2=NC=CN(C2=O)C2=CC=C(C=C2)F (R)-N-(3-fluoro-4-((3-((1-hydroxypropan-2-yl)amino)-1H-pyrazolo[3,4-b]pyridin-4-yl)oxy)phenyl)-4-(4-fluorophenyl)-3-oxo-3,4-dihydropyrazine-2-carboxamide